1-(4-bromophenyl)cyclopropan-1-amine BrC1=CC=C(C=C1)C1(CC1)N